2,2'-bifuran O1C(=CC=C1)C=1OC=CC1